4-Chloro-2-[1-[2-(4,4-dimethyl-1-piperidyl)-6-methyl-4-oxo-chromen-8-yl]ethylamino]benzoic acid ClC1=CC(=C(C(=O)O)C=C1)NC(C)C=1C=C(C=C2C(C=C(OC12)N1CCC(CC1)(C)C)=O)C